C1(CC1)CN1C(=CC2=CC=C(C=C12)C=1C=NN(C1)C)C1=NC2=C(N1C)C(=CC(=C2)C(=O)N2[C@@H]1CC[C@H](C2)[C@H]1N)OC (1R,4R,7R)-2-{2-[1-(cyclopropylmethyl)-6-(1-methyl-1H-pyrazol-4-yl)-1H-indol-2-yl]-7-methoxy-1-methyl-1H-1,3-benzodiazole-5-carbonyl}-2-azabicyclo[2.2.1]heptan-7-amine